C1NCC12CCN(CC2)C2=NC=NC1=CC=C(C=C21)C=2C=C(C(=NC2)OC)NS(=O)(=O)C2=C(C=C(C=C2)F)F N-(5-(4-(2,7-diazaspiro[3.5]nonan-7-yl)quinazolin-6-yl)-2-methoxypyridin-3-yl)-2,4-Difluorobenzenesulfonamide